(R)-2-(2-(5-chloro-2-((1-methyl-1H-pyrazol-5-yl)amino)pyrimidin-4-yl)-4-oxo-6,7-dihydrothieno[3,2-c]pyridin-5(4H)-yl)-N-((S)-1-(3-fluoro-5-methoxyphenyl)-2-hydroxyethyl)propanamide ClC=1C(=NC(=NC1)NC1=CC=NN1C)C1=CC=2C(N(CCC2S1)[C@@H](C(=O)N[C@H](CO)C1=CC(=CC(=C1)OC)F)C)=O